FC1=C(C(=CC=C1)OC)N1N=C2C(=CC1=O)N(N=C2C2=CC=C(C=C2)N2C[C@@H](N(CC2)C)CC#N)COCC[Si](C)(C)C (S)-2-(4-(4-(5-(2-fluoro-6-methoxyphenyl)-6-oxo-1-((2-(trimethylsilyl)ethoxy)methyl)-5,6-dihydro-1H-pyrazolo[4,3-c]pyridazin-3-yl)phenyl)-1-methylpiperazin-2-yl)acetonitrile